5-{8-fluoro-6-hydroxy-2-[(1,3,5-trimethyl-1H-pyrazol-4-yl)methyl]-1,2,3,4-tetrahydroisoquinolin-7-yl}-1λ6,2,5-thiadiazolidine-1,1,3-trione FC=1C(=C(C=C2CCN(CC12)CC=1C(=NN(C1C)C)C)O)N1CC(NS1(=O)=O)=O